COC(C(C(=O)OC)(F)F)=O.FC(C(=O)N)(C(=O)N)F 2,2-Difluoromalonamide Dimethyl-2,2-difluoromalonate